BrC1=CC2=C(N=NN(C2=O)C2C(NC(CC2)=O)=O)C=C1 3-(6-bromo-4-oxobenzo[d][1,2,3]triazin-3(4H)-yl)piperidin-2,6-dione